CC1=NC2=CC=C(C(=C2C=C1)C1=CC=CC2=CC=CC=C12)C(=O)N1CCOCC1 (2-methyl-5-(naphthalen-1-yl)quinolin-6-yl)(morpholino)methanone